methyl (1S,4R)-4-[[5-[(3,5-dichlorophenyl)carbamoyl]-2H-furan-5-carbonyl]amino]cyclopent-2-ene-1-carboxylate ClC=1C=C(C=C(C1)Cl)NC(=O)C1(C=CCO1)C(=O)N[C@H]1C=C[C@H](C1)C(=O)OC